aminopropyl-methoxysilane NCCC[SiH2]OC